(E)-1-ethyl-6-(4-methoxybenzyl)-3-(2-((3-oxo-3-(4-(5-(trifluoromethyl)pyrimidin-2-yl)piperazin-1-yl)prop-1-en-1-yl)oxy)ethyl)-1,6-dihydro-7H-pyrrolo[2,3-d]pyridazin-7-one C(C)N1C=C(C2=C1C(N(N=C2)CC2=CC=C(C=C2)OC)=O)CCO\C=C\C(N2CCN(CC2)C2=NC=C(C=N2)C(F)(F)F)=O